CC(=O)[C@H]([C@@H](COP(=O)(O)O)O)O Deoxyxylulose Phosphate